B(O)(O)C=1C=C(C(=C(C(=O)O)C1)F)F 5-borono-2,3-difluorobenzoic acid